3-(2-chloro-4'-(2-(trifluoromethyl)piperidin-1-yl)-[1,1'-biphenyl]-3-yl)piperidin-2-one ClC1=C(C=CC=C1C1C(NCCC1)=O)C1=CC=C(C=C1)N1C(CCCC1)C(F)(F)F